BrC1=C(C(=C(C=C1)S(=O)(=O)N[C@H](C(F)(F)F)CC)F)Cl (S)-4-bromo-3-chloro-2-fluoro-N-(1,1,1-trifluorobut-2-yl)benzenesulfonamide